C(C)(C)(C)C=1C=C(C=C(C1)C(C)(C)C)N(C1=CC=C(C=N1)C(=O)O)CCC 6-[(3,5-di-tert-butylphenyl)(propyl)amino]pyridine-3-carboxylic Acid